C(C1=CC=CC=C1)OC(N[C@@H]1C(N(C[C@H]1C1=C(C=C(C=C1F)OC)F)CC1=CC=CC=C1)=O)=O |o1:10,14| [(3S*,4R*)-1-benzyl-4-(2,6-difluoro-4-meth-oxyphenyl)-2-oxo-pyrrolidin-3-yl]carbamic acid benzyl ester